((3-(4-cyclopentyloxyphenyl)-1,2,4-oxadiazol-5-yl)methyl)acrylic acid C1(CCCC1)OC1=CC=C(C=C1)C1=NOC(=N1)CC(C(=O)O)=C